BrC1=C2C=CC=NC2=C(C=C1)C(=O)OC methyl 5-bromoquinoline-8-carboxylate